C(C)OC=1C=C(C=O)C=CC1OCCCCCC=CCC 3-ethoxy-4-(non-6-en-1-yloxy)benzaldehyde